C(C)OCCOC(C=C)=O acrylic acid ethoxyethyl ester